4-(4-fluorophenyl)-2-methyl-3-(methylthio)-1-tolyl-1H-pyrrole FC1=CC=C(C=C1)C=1C(=C(N(C1)C1=C(C=CC=C1)C)C)SC